N-(6-ethoxypyridin-3-yl)-5-fluoro-4-(6-phenylimidazo[1,2-a]pyridin-3-yl)pyrimidin-2-amine C(C)OC1=CC=C(C=N1)NC1=NC=C(C(=N1)C1=CN=C2N1C=C(C=C2)C2=CC=CC=C2)F